FC=1C=C(C=C(C1C)F)NC1=CC2=C(NC(=N2)CSC2=CC(=NC=C2)C(F)(F)F)C=C1 N-(3,5-Difluoro-4-methylphenyl)-2-(((2-(trifluoromethyl)pyridin-4-yl)thio)methyl)-1H-benzo[d]imidazol-5-amine